Cl.CN1CC(C1)CN (1-methylazetidin-3-yl)methanamine hydrochloric acid salt